chloro-2'-fluoro-[2,4'-bipyridine] ClC=1C(=NC=CC1)C1=CC(=NC=C1)F